ClC1=CN=C2C=C(C(=NC2=C1Cl)C=1C=NC(=CC1)P(=O)(C)C)F 7,8-dichloro-2-[6-(dimethylphosphoryl)pyridin-3-yl]-3-fluoro-1,5-naphthyridine